tert-butyl((1R,3R)-3-((3-bromo-5-nitro-1-(phenylsulfonyl)-1H-pyrrolo[2,3-b]pyridin-4-yl)amino)cyclopentyl)carbamate C(C)(C)(C)OC(N[C@H]1C[C@@H](CC1)NC1=C2C(=NC=C1[N+](=O)[O-])N(C=C2Br)S(=O)(=O)C2=CC=CC=C2)=O